N,N-bis(triisopropylsilyl)hexenamine C(C)(C)[Si](N(C=CCCCC)[Si](C(C)C)(C(C)C)C(C)C)(C(C)C)C(C)C